COCC1(C(=C(C2=CC=CC=C12)OC)OC)COC 1,1-bis(methoxymethyl)-2,3-dimethoxyindene